4-allyl-2,6-dichlorophenol C(C=C)C1=CC(=C(C(=C1)Cl)O)Cl